(+-)-6-methyl-2-(3-(2-(trifluoromethyl)phenoxy)pyrrolidin-1-yl)pyrimidine-4-carboxylic acid CC1=CC(=NC(=N1)N1C[C@@H](CC1)OC1=C(C=CC=C1)C(F)(F)F)C(=O)O |r|